CCCCCC=CCC=CCCCCCCCC(C(CCCCCCCC=CCC=CCCCCC)O)O Hexatriaconta-6,9,27,30-Tetraene-18,19-Diol